Cl.NC1=C(C=C(N=N1)C1=C(C=CC=C1)O)N1CCNCC1 2-(6-amino-5-(piperazin-1-yl)pyridazin-3-yl)phenol hydrochloride